ClC=1C(=C(C(=CC1)C(F)F)C1=CN=CC(=N1)C(=O)NC=1C=NN(C1)CC=1C=NC(=NC1)N1[C@@H]([C@@H]2C[C@@H]2C1)CO)F 6-(3-chloro-6-(difluoromethyl)-2-fluorophenyl)-N-(1-((2-((1R,2S,5S)-2-(hydroxymethyl)-3-azabicyclo[3.1.0]hexan-3-yl)pyrimidin-5-yl)methyl)-1H-pyrazol-4-yl)pyrazine-2-carboxamide